ClC=1N=C(C2=C(N1)CC[S+]2[O-])NCC(C)C 2-chloro-N-isobutyl-5-oxido-6,7-dihydro-thieno[3,2-d]pyrimidin-5-ium-4-amine